[6-[(4,4-difluoro-1-piperidinyl)methyl]-2-azaspiro[3.3]heptan-2-yl]-[3-(4H-1,2,4-triazol-3-yl)pyrrolidin-1-yl]methanone FC1(CCN(CC1)CC1CC2(CN(C2)C(=O)N2CC(CC2)C2=NN=CN2)C1)F